1-(((R)-tert-butylsulfinyl)amino)propane C(C)(C)(C)[S@@](=O)NCCC